Cl.C1(CC1)N1N=CC(=C1)C=1C=C(C=CC1)S(=O)(=O)N1C=C(C=C1C1=C(C=CC=C1)F)CNC 1-(1-((3-(1-cyclopropyl-1H-pyrazol-4-yl)phenyl)sulfonyl)-5-(2-fluorophenyl)-1H-pyrrol-3-yl)-N-methyl-methylamine hydrochloride